ClC1=C(C=CC=C1)CN1N=C2C3=C(CCC2=C1)OC(=C3C)C(=O)O 2-[(2-chlorophenyl)methyl]-8-methyl-4,5-dihydro-2H-furo[2,3-g]indazole-7-carboxylic acid